propyl-benzotriazole C(CC)C1=CC=CC=2NN=NC21